4-((4-(4-((2-(2,6-dioxopiperidin-3-yl)-1,3-dioxoisoindolin-4-yl)amino)butanoyl)piperazin-1-yl)methyl)-N-(4-methyl-3-((4-(pyridin-3-yl)pyrimidin-2-yl)amino)phenyl)benzamide O=C1NC(CCC1N1C(C2=CC=CC(=C2C1=O)NCCCC(=O)N1CCN(CC1)CC1=CC=C(C(=O)NC2=CC(=C(C=C2)C)NC2=NC=CC(=N2)C=2C=NC=CC2)C=C1)=O)=O